3-((6-bromo-2-(methylthio)pyrido[2,3-d]pyrimidin-7-yl)amino)propan-1-ol BrC1=CC2=C(N=C(N=C2)SC)N=C1NCCCO